C(C)OC([C@H](CC)N1C([C@@H](C[C@@H]([C@H]1C1=CC=C(C=C1)Cl)C1=CC(=CC=C1)Cl)CC=C)=O)=O.C(#N)C1C2=CC=CC=C2C=2C=CC(=CC12)NC(C(C)(C)C)=O N-(9-cyano-9H-fluoren-2-yl)pivaloamide (S)-Ethyl-2-((3R,5R,6S)-3-allyl-5-(3-chlorophenyl)-6-(4-chlorophenyl)-2-oxopiperidin-1-yl)butanoate